4-nitrobenzyl (R,E)-((3-(hydroxymethyl)pyrrolidin-1-yl)((((4-nitrobenzyl)oxy)carbonyl)imino) methyl)carbamate OC[C@H]1CN(CC1)/C(=N/C(=O)OCC1=CC=C(C=C1)[N+](=O)[O-])/NC(OCC1=CC=C(C=C1)[N+](=O)[O-])=O